1,1'-sulfuryl-diimidazole S(=O)(=O)(N1C=NC=C1)N1C=NC=C1